(S)-3-allyl-3-phenylfuran-2(3H)-one C(C=C)[C@@]1(C(OC=C1)=O)C1=CC=CC=C1